CN1C=NC2=C1C=CC=C2 1-methyl-1H-benzo[d]imidazol